ICCOCCN(C(OC(C)(C)C)=O)C1=NC=C(C=C1)C1=CC=C(C=C1)C=1N=C2N(C=C(C=C2)OC)C1 tert-butyl N-[2-(2-iodanylethoxy)ethyl]-N-[5-[4-(6-methoxyimidazo[1,2-a]pyridin-2-yl)phenyl]pyridin-2-yl]carbamate